OC1CC(C(C(C1)C)=O)(C)C 4-hydroxy-2,2,6-trimethylcyclohexanone